5-fluoro-1-((2R,3S,4R,5S)-3-fluoro-5-(hydroxymethyl)-4-((4-methoxyphenyl)diphenylmethoxy)-5-(((4-methoxyphenyl)diphenylmethoxy)methyl)tetrahydrofuran-2-yl)pyrimidine-2,4(1H,3H)-dione FC=1C(NC(N(C1)[C@@H]1O[C@]([C@H]([C@@H]1F)OC(C1=CC=CC=C1)(C1=CC=CC=C1)C1=CC=C(C=C1)OC)(COC(C1=CC=CC=C1)(C1=CC=CC=C1)C1=CC=C(C=C1)OC)CO)=O)=O